FC1(C(C=2C=CC3=CC=CC=C3C2C(C1)CCCCCC)=O)F 2,2-difluoro-4-hexyl-3,4-dihydrophenanthren-1(2H)-one